CC1=C(C=NC(=C1)SC)C1=CN=C(N1)C1N(CCCC1)CC(C)SC 1-(2-(5-(4-methyl-6-(methylthio)pyridin-3-yl)-1H-imidazol-2-yl)piperidin-1-yl)-2-(methylthio)propan